1-[3-(chlorohydroxymethylsilyl)pentyl]-2-imidazolidinone Cl[SiH](C(CCN1C(NCC1)=O)CC)CO